4-(2-{[(3S)-piperidin-3-yl]amino}-5-(trifluoromethyl)pyrimidin-4-yl)-N-(2,2,2-trifluoroethyl)-1H-pyrrol-2-carboxamide N1C[C@H](CCC1)NC1=NC=C(C(=N1)C=1C=C(NC1)C(=O)NCC(F)(F)F)C(F)(F)F